3-amino-N-(3-(dimethylamino)-2,2-di-methyl-3-oxopropyl)-6-(3-methylimidazo[1,2-a]pyridin-6-yl)-5-(oxazol-2-yl)pyrazine-2-carboxamide NC=1C(=NC(=C(N1)C=1OC=CN1)C=1C=CC=2N(C1)C(=CN2)C)C(=O)NCC(C(=O)N(C)C)(C)C